2-fluoro-11-oxo-10,11-dihydrodibenzo[b,f][1,4]thiazepine-8-carboxylic acid FC=1C=CC2=C(C(NC3=C(S2)C=CC(=C3)C(=O)O)=O)C1